COC(=O)C=1N(C=C(N1)C=1C=C2C(=CC(=NC2=CC1F)O)C(C)C)C 4-(7-fluoro-2-hydroxy-4-isopropylquinolin-6-yl)-1-methyl-1H-imidazole-2-carboxylic acid methyl ester